C1(=CC=CC=C1)C=1C=CC=2N(C3=CC=C(C=C3C2C1)C1=CC=CC=C1)C1=C(C=C(C(=O)O)C(=C1)N1C2=CC=C(C=C2C=2C=C(C=CC12)C1=CC=CC=C1)C1=CC=CC=C1)C(=O)O 4,6-bis(3,6-diphenyl-9H-carbazol-9-yl)isophthalic acid